6-acetyl-5-(benzo[b]thiophen-3-yl)-1,3,7-trimethyl-5,8-dihydro-pyrido[2,3-d]pyrimidine-2,4(1H,3H)-dione C(C)(=O)C=1C(C2=C(N(C(N(C2=O)C)=O)C)NC1C)C=1C2=C(SC1)C=CC=C2